CC1(OB(OC1(C)C)C1=CC2=C(C(NCCC2)=O)C=C1)C 7-(4,4,5,5-tetramethyl-1,3,2-dioxaborolan-2-yl)-2,3,4,5-tetrahydro-1H-benzo[c]-azepin-1-one